C(CCCCC)NC(=O)C1CN(CCCN1C(CCCCCCC)=O)S(=O)(=O)C=1C=C(C(=O)N2CC(C(C2)C(=O)N[C@@H]2[C@H](C2)C2=CC=CC=C2)C(=O)N[C@@H]2[C@H](C2)C2=CC=CC=C2)C=CC1 1-(3-((3-(hexylcarbamoyl)-4-octanoyl-1,4-diazepan-1-yl)sulfonyl)benzoyl)-N3,N4-bis((1S,2R)-2-phenylcyclopropyl)pyrrolidine-3,4-dicarboxamide